3-hydroxy-2-[(2-methyl-5-{[2-(trifluoromethyl)pyridin-3-yl]methoxy}-2H-indazol-3-yl)formamido]propanamide OCC(C(=O)N)NC(=O)C=1N(N=C2C=CC(=CC12)OCC=1C(=NC=CC1)C(F)(F)F)C